CN(CC(=O)N1CCC(CC1)NC1=CC=CC2=C1S(C=C2N2C=CC=C2)(=O)=O)C 7-((1-(dimethylglycyl)piperidin-4-yl)amino)-1,1-dioxido-3-(1H-pyrrol-1-yl)benzo[b]thiophen